C(#N)C=1C(=C(C=CC1)[C@@H](C)NC1=NC(=NC2=CC(=C(C=C12)N1CCN(CC1)C(=O)OCC)OC)C)C ethyl (R)-4-(4-((1-(3-cyano-2-methylphenyl)ethyl) amino)-7-methoxy-2-methylquinazolin-6-yl)piperazine-1-carboxylate